(phenyl)[di(phenyl)triazinylpyridyl]dibenzoselenophene phenyl-(3-(2-oxa-5-azabicyclo[2.2.1]heptan-5-ylmethyl)-5-chloro-4-methylphenyl)carbamate C1(=CC=CC=C1)N(C(O)=O)C1=CC(=C(C(=C1)Cl)C)CN1C2COC(C1)C2.C2(=CC=CC=C2)C2=C(C1=C([Se]C3=C1C=CC=C3)C=C2)C2=NC=C(C(=C2C2=NN=NC=C2)C2=CC=CC=C2)C2=CC=CC=C2